O[C@@H]1[C@@H](O)[C@H](O)[C@H](O)[C@@H](O1)C β-L-Fucopyranose